ClC1=CC=C(C=C1)C1(CC(C1)F)C(=O)O (4-chlorophenyl)-3-fluoro-cyclobutanecarboxylic acid